NC1=CC(=C(C=C1)N1CCC(CC1)CO)F (1-(4-Amino-2-fluorophenyl)piperidin-4-yl)methanol